beta-d-fructose OC[C@]1(O)[C@@H](O)[C@H](O)[C@H](O1)CO